(5-amino-2-((2-fluorophenyl)(hydroxy)methyl)-8-(pyrimidin-4-yl)-[1,2,4]triazolo[1,5-c]pyrimidin-7-yl)benzonitrile NC1=NC(=C(C=2N1N=C(N2)C(O)C2=C(C=CC=C2)F)C2=NC=NC=C2)C2=C(C#N)C=CC=C2